ClC1=C(C(=O)OC)C=CC(=C1)OC1=CC(=CC=2C=C(OC21)C)F Methyl 2-chloro-4-((5-fluoro-2-methylbenzofuran-7-yl)oxy)benzoate